6-(4-((3'-carbamoyl-5'-methoxy-[1,1'-biphenyl]-4-yl)methyl)-2,5-dimethylthiophene-3-carboxamido)spiro[3.3]heptane-2-carboxylic acid C(N)(=O)C=1C=C(C=C(C1)OC)C1=CC=C(C=C1)CC=1C(=C(SC1C)C)C(=O)NC1CC2(CC(C2)C(=O)O)C1